[1,2,4]TRIAZOLO[1,5-C]PTERIDIN-5(6H)-ONE N=1C=NN2C(NC=3N=CC=NC3C21)=O